C1=CN=C2N1C1=CC=C(C=C1N=C2)C(=O)[O-] imidazo[1,2-a]quinoxaline-7-carboxylate